The molecule is a hydroxyisoflavone that is isoflavone substituted by hydroxy groups at positions 5, 7 and 3', prenyl groups at positions 2' and 6', a methoxy group at position 5' and an amino group at position 4'. It has a role as a plant metabolite. It is a hydroxyisoflavone, a substituted aniline and a methoxyisoflavone. It derives from an isoflavone. CC(=CCC1=C(C(=C(C(=C1O)N)OC)CC=C(C)C)C2=COC3=CC(=CC(=C3C2=O)O)O)C